6-(tert-butyl)-12-(difluoromethoxy)-7-hydroxy-9-oxo-1,2,3,4,5,6,9,10-octahydroquinolino[7,8-f]quinoline-8-carboxylic acid C(C)(C)(C)C1C=2C(=C(C(NC2C=2C(=C3CCCNC3=C(C2)OC(F)F)C1)=O)C(=O)O)O